2-((2-acetyl-2-azabicyclo[2.2.1]hept-5-yl)methoxy)isonicotinic acid C(C)(=O)N1C2CC(C(C1)C2)COC=2C=C(C(=O)O)C=CN2